(2-Fluoro-4-{5-[5-fluoro-6-(2-methoxyethoxy)-1H-indazol-3-yl]-isoxazol-3-yl}-phenyl)-(cis)-tetrahydrofuro[3,4-c]pyrrol-5-yl-methanon FC1=C(C=CC(=C1)C1=NOC(=C1)C1=NNC2=CC(=C(C=C12)F)OCCOC)C(=O)N1C=C2C(C1)COC2